2,2'-(1,4-phenylene)bis(1H-benzimidazol-5-amine) C1(=CC=C(C=C1)C1=NC2=C(N1)C=CC(=C2)N)C2=NC1=C(N2)C=CC(=C1)N